N-[2-[4-[[4-[3-[(2,6-dioxo-3-piperidinyl)amino]-2-fluoro-phenyl]-1-piperidinyl]methyl]cyclohexyl]-7-isopropoxy-imidazo[1,2-a]pyridin-6-yl]-6-(trifluoromethyl)pyridine-2-carboxamide O=C1NC(CCC1NC=1C(=C(C=CC1)C1CCN(CC1)CC1CCC(CC1)C=1N=C2N(C=C(C(=C2)OC(C)C)NC(=O)C2=NC(=CC=C2)C(F)(F)F)C1)F)=O